C1(CCCCC1)COC1=C(C(=O)N2CC3=CC=C(C=C3C2)CN2CCN(CC2)C(=O)OCC2C3=CC=CC=C3C=3C=CC=CC23)C(=CC(=C1C)OS(=O)(=O)C1=CC=C(C)C=C1)OS(=O)(=O)C1=CC=C(C)C=C1 (9H-fluoren-9-yl)methyl 4-((2-(2-(cyclohexylmethoxy)-3-methyl-4,6-bis(tosyloxy)benzoyl)isoindolin-5-yl)methyl)piperazine-1-carboxylate